6-ethoxy-1,4-naphthoquinone C(C)OC=1C=C2C(C=CC(C2=CC1)=O)=O